NC([C@H](CC1C(NC(C1)([2H])[2H])=O)NC(=O)[C@H]1NCC2(CC2)C1)=O (6S)-N-((2S)-1-amino-1-oxo-3-(2-oxopyrrolidin-3-yl-5,5-d2)propan-2-yl)-5-azaspiro[2.4]heptane-6-carboxamide